P(=S)(O)(O)OC1=C(C(=CC=C1)CCCCCCCCC)CCCCCCCCC di-n-nonylphenol dithiophosphate